3-(3-Phenylpropyl)-5-[(2S,4S)-1-cyclohexylsulfonyl-4-phenyl-pyrrolidin-2-yl]-1,2,4-oxadiazole C1(=CC=CC=C1)CCCC1=NOC(=N1)[C@H]1N(C[C@@H](C1)C1=CC=CC=C1)S(=O)(=O)C1CCCCC1